N-(5-{[(3-hydroxy-4-methylphenyl)formamido]methyl}-2,3-dihydro-1H-inden-1-yl)-8-thiabicyclo[3.2.1]octane-3-carboxamide OC=1C=C(C=CC1C)C(=O)NCC=1C=C2CCC(C2=CC1)NC(=O)C1CC2CCC(C1)S2